C(=O)(O)CCNC(=N)C(C)C 2-[N-(2-carboxyethyl)amidino]propane